methyl 4-fluorobutyrate FCCCC(=O)OC